C(C)NC(NC1=NC=CC(=N1)CN1CCN(CC1)C=1C=CC(=NC1C(F)(F)F)C(=O)NC)=O 5-(4-((2-(3-ethylureido)pyrimidin-4-yl)methyl)piperazin-1-yl)-N-methyl-6-(trifluoromethyl)picolinamide